4-(2-BROMO-4-CHLORO-5-METHOXYPHENYL)-1-{[2-(TRIMETHYLSILYL)ETHOXY]METHYL}-1H-IMIDAZOLE BrC1=C(C=C(C(=C1)Cl)OC)C=1N=CN(C1)COCC[Si](C)(C)C